C(CCCCCCCC)C1(CCC(CC1)(C(=O)O)CCCCCCCCC)C(=O)O di-n-nonyl-cyclohexane-1,4-dicarboxylic acid